C(C)N1N=C(CCC1=O)C 2-ethyl-6-methyl-4,5-dihydropyridazin-3(2H)-one